[Zn].C[C@@H]1COCCN1C1=CC(=C2C(=N1)N(C=C2)COCC[Si](C)(C)C)CO (R)-(6-(3-methylmorpholino)-1-((2-(trimethylsilyl)ethoxy)methyl)-1H-pyrrolo[2,3-b]pyridin-4-yl)methanol Zinc